(S)-6-(4-chlorophenyl)-N-(1-hydroxypropan-2-yl-1,1-d2)-2-(1-methyl-1H-pyrazol-4-yl)-3-oxo-2,3-dihydropyridazine-4-carboxamide ClC1=CC=C(C=C1)C=1C=C(C(N(N1)C=1C=NN(C1)C)=O)C(=O)N[C@H](C([2H])([2H])O)C